7-Chloro-4-methyl-1H-indazole ClC=1C=CC(=C2C=NNC12)C